(S)-7-[2-[3-(8-aminopyrido[3,4-d]pyrimidin-2-yl)phenyl]ethynyl]-5,6-dihydropyrrolo[1,2-a]imidazol-7-ol NC1=NC=CC2=C1N=C(N=C2)C=2C=C(C=CC2)C#C[C@]2(CCN1C2=NC=C1)O